5-(Hydroxymethyl)-2-(4-methoxyphenyl)-5-methylisothiazolidine 1,1-dioxide OCC1(CCN(S1(=O)=O)C1=CC=C(C=C1)OC)C